FC1=CC=C(C=C1)COC1CCN(CC1)C1=C(C(N(C2=CC=CC=C12)C)=O)C(=O)N 4-{4-[(4-fluorophenyl)methoxy]piperidin-1-yl}-1-methyl-2-oxo-1,2-dihydroquinoline-3-carboxamide